N1[C@H](CC1)CN1C=C(C2=CC=C(C=C12)C=1C=NNC1F)C(=O)C1COC2=CC=C(C=C2C1)Cl [1-[[(2R)-Azetidin-2-yl]methyl]-6-(5-fluoro-1H-pyrazol-4-yl)indol-3-yl]-(6-chlorochroman-3-yl)methanone